dimethylaminoethyl acrylate (dimethylamino ethyl acrylate) CN(C)CCC(C(=O)O)=C.C(C=C)(=O)OCCN(C)C